N(=[N+]=[N-])CC1=CC2=C(NC3=CC=CC=C23)N=C1 3-(azidomethyl)-9H-pyrido[2,3-b]indole